5-(tert-butyl) 4-methyl (3aS,4S,6aR)-3a-allyl-1-benzylhexahydropyrrolo[3,4-b]pyrrole-4,5(1H)-dicarboxylate C(C=C)[C@@]12[C@@H](N(CC1)CC1=CC=CC=C1)CN([C@@H]2C(=O)OC)C(=O)OC(C)(C)C